C(C)OC(=O)C1=C(N=C(S1)NC(C[C@H](CN)NC(C1=CC(=CC=C1)C1=NOC(=N1)C)=O)=O)C Ethyl-2-[[(3R)-4-amino-3-[[3-(5-methyl-1,2,4-oxadiazol-3-yl)benzoyl]amino]butanoyl]amino]-4-methyl-thiazole-5-carboxylate